3-[(5-nitropyridin-2-yl)oxy]-1H-indazole [N+](=O)([O-])C=1C=CC(=NC1)OC1=NNC2=CC=CC=C12